C[Si](C(C(=O)OC1=CC=CC=C1)C)(OCC)C phenyl α-dimethylethoxysilylpropionate